methyl-6-(4-(5-(3,4-dichlorophenyl)-7,7-dimethyl-6,7-dihydro-5H-pyrrolo[2,3-b]pyrazine-2-carbonyl)-3,3-dimethylpiperazin-1-yl)-2,4-dimethylnicotinic acid CC=1C(=NC(=C(C(=O)O)C1C)C)N1CC(N(CC1)C(=O)C=1N=C2C(=NC1)N(CC2(C)C)C2=CC(=C(C=C2)Cl)Cl)(C)C